2-ethylidenediphosphonic acid CC(P(O)(O)=O)P(O)(O)=O